NC=1C(=NC(=CN1)Br)C(=O)NC=1C(=C(C=CC1)CNC(OC(C)(C)C)=O)O tert-butyl N-[[3-[(3-amino-6-bromo-pyrazine-2-carbonyl)amino]-2-hydroxyphenyl]methyl]carbamate